(R)-1-(5-((2-methyl-4-(oxetan-3-ylmethyl)piperazin-1-yl)methyl)benzo[d]isoxazol-3-yl)dihydropyrimidine-2,4(1H,3H)-dione C[C@H]1N(CCN(C1)CC1COC1)CC=1C=CC2=C(C(=NO2)N2C(NC(CC2)=O)=O)C1